C(#N)[C@H](C[C@H]1C(NCC1)=O)NC(=O)[C@@H]1C[Si](CN1C(=O)C1=CNC2=CC=CC=C12)(C)C (R)-N-((S)-1-cyano-2-((S)-2-oxopyrrolidin-3-yl)ethyl)-1-(1H-indole-3-carbonyl)-3,3-dimethyl-1,3-azasilolidine-5-carboxamide